C(C1=CC=CC=C1)NC=1C=2N(N=C(C1)Cl)C=NN2 N-benzyl-6-chloro-[1,2,4]triazolo[4,3-b]pyridazin-8-amine